2-amino-6-borono-2-(4-(3,5-difluorobenzamido)butyl)hexanoic acid NC(C(=O)O)(CCCCB(O)O)CCCCNC(C1=CC(=CC(=C1)F)F)=O